2-(2-((2-(ethylamino)ethyl)amino)-4-fluorophenyl)acetamide C(C)NCCNC1=C(C=CC(=C1)F)CC(=O)N